ClC=1C=NC(=NC1)N1CCN(CC1)C(C[C@@H]1CC[C@@H](O1)COC1=C(C(NN=C1)=O)C(F)(F)F)=O 5-[[(2R,5S)-5-[2-[4-(5-chloropyrimidin-2-yl)piperazin-1-yl]-2-oxoethyl]oxolan-2-yl]methoxy]-4-(trifluoromethyl)-2,3-dihydropyridazin-3-one